ClC1=C(C=CC=C1)SCC(=O)OC(C)(C)C tert-Butyl 2-(2-chlorophenyl)sulfanylacetate